COC(=O)C1=CC2(N=N1)C1SC(C(N1C2=O)C(=O)O)(C)C 5'-(methoxycarbonyl)-3,3-dimethyl-7-oxo-4-thia-1-azaspiro[bicyclo[3.2.0]heptane-6,3'-pyrazole]-2-carboxylic acid